OC1=C(C=CC(=C1)C(=O)O)C1=C(CC(C=C1)(C1=CC=CC=C1)C(=O)O)O 2,2'-dihydroxy-p-terphenyl-4,4'-dicarboxylic acid